ClC1=C(C(=O)Cl)C=CC=C1Br chloro-3-bromobenzoyl chloride